C(C)C1=CC=C(C=C1)NC(CNC1=C(C=CC=C1)NC(C)=O)=O N-(4-ethylphenyl)-2-((2-acetamidophenyl)amino)acetamide